FC(S(=O)(=O)NC1=CC=CC=C1)(F)F TRIFLUOROMETHANESULFONANILIDE